ClC=1C(=C(C=CC1F)N(C(=O)[C@H]1N(C(NC1)=O)C1=CC(=C2C(=N1)CCC21SCCS1)C(F)(F)F)C)F (S)-N-(3-chloro-2,4-difluorophenyl)-N-methyl-2-oxo-3-(4-(trifluoromethyl)-6,7-dihydrospiro[cyclopenta[b]pyridine-5,2'-[1,3]dithiolan]-2-yl)imidazolidine-4-carboxamide